CC(CC=C(C(=O)O)C#N)C.C(C(C)C)C=C(C(=O)O)C#N.N[C@@H]1[C@@](CCCC1)(O)C1=C(C2=NC(=CC(=C2S1)NCC=1SC=CC1)Cl)Cl (1r,2s)-2-amino-1-(3,5-dichloro-7-((thiophen-2-ylmethyl)amino)thieno[3,2-b]pyridin-2-yl)cyclohexan-1-ol isobutyl-2-cyanoacrylate (2-methylpropyl-2-cyanoacrylate)